1-(4-(5-bromothien-2-yl)phenyl)pyrrolidine BrC1=CC=C(S1)C1=CC=C(C=C1)N1CCCC1